4-(naphthalen-2-yl)butanoic acid C1=C(C=CC2=CC=CC=C12)CCCC(=O)O